isothiazolin-3-one zinc [Zn].S1NC(CC1)=O